NCN(\N=C\C1=C(C(=O)O)C=CC=C1)C=S (E)-2-((2-aminomethylthiono-2-methylhydrazono)methyl)benzoic acid